C(CCC)N(C(=O)N(C1CCCCC1)C1CCCCC1)C1CCCCC1 N-butyltricyclohexylurea